Anthracen-10-one C1=CC=CC=2C(C3=CC=CC=C3CC12)=O